(2s,3s,4r,5s)-5-(6-((3,5-dimethylbenzyl)amino)-2-(5-fluoropyridin-3-yl)-9H-purin-9-yl)-3,4-dihydroxy-N-methyltetrahydrofuran-2-carboxamide CC=1C=C(CNC2=C3N=CN(C3=NC(=N2)C=2C=NC=C(C2)F)[C@@H]2[C@@H]([C@@H]([C@H](O2)C(=O)NC)O)O)C=C(C1)C